(S)-N-(5-(2,4-difluorophenoxy)pyrazin-2-yl)-2-(4-((R)-5-hydroxy-4,5,6,7-tetrahydropyrazolo[1,5-a]pyridine-5-carbonyl)-3,3-dimethylpiperazin-1-yl)propanamide FC1=C(OC=2N=CC(=NC2)NC([C@H](C)N2CC(N(CC2)C(=O)[C@@]2(CC=3N(CC2)N=CC3)O)(C)C)=O)C=CC(=C1)F